(S)-5-fluoro-N-(7-fluoro-2-methyl-2H-indazol-5-yl)-7-(3-(methylamino)piperidin-1-yl)quinazolin-4-amine FC1=C2C(=NC=NC2=CC(=C1)N1C[C@H](CCC1)NC)NC1=CC2=CN(N=C2C(=C1)F)C